N-(4-hydroxy-8-methoxyquinazolin-2-yl)acetamide OC1=NC(=NC2=C(C=CC=C12)OC)NC(C)=O